methyl N-(tert-butoxycarbonyl)-4-methyl-L-leucyl-3-[(3S)-2-oxopiperidin-3-yl]-L-alaninate C(C)(C)(C)OC(=O)N[C@@H](CC(C)(C)C)C(=O)N[C@@H](C[C@H]1C(NCCC1)=O)C(=O)OC